BrC=1C(=C(C(=O)O)C=C(C1)F)F 3-bromo-2,5-difluorobenzoic acid